COCC1(OC2=C(C=N1)C=CC(=C2)C)C 2-(methoxymethyl)-2,7-dimethyl-2H-benzo[e][1,3]oxazine